C1(=CC=CC=C1)N=C(OCC1C2=CC=CC=C2C2=CC=CC=C12)CC(C)(N)N Fmocdiaminopropane phenyl imine